CN(C(CC1N(C(CC1)=O)CC1=C(C=CC=C1)C)=O)C1=CC=CC=C1 N-methyl-2-[1-[(2-methylphenyl)methyl]-5-oxopyrrolidin-2-yl]-N-phenylacetamid